3-[[5-(3,4-difluorophenyl)-6-(2-methoxy-2-methyl-propyl)-1H-pyrazolo[4,3-g]isoquinolin-8-yl]oxy]cyclobutanecarboxylic acid FC=1C=C(C=CC1F)C1=C(N=C(C2=CC3=C(C=C12)C=NN3)OC3CC(C3)C(=O)O)CC(C)(C)OC